C(C)(C)(C)OC(=O)N1[C@H](CN([C@@H](C1)C)C=1C2=C(N=CN1)N(C=C2C(F)(F)F)S(=O)(=O)CC2=CC=CC=C2)C (2S,5R)-2,5-dimethyl-4-(7-toluenesulfonyl-5-(trifluoromethyl)-7H-pyrrolo[2,3-d]pyrimidin-4-yl)piperazine-1-carboxylic acid tert-butyl ester